(R)-1-(2,5-difluoropyridin-3-yl)ethyl (4-(5-((1S,2R)-2-chlorocyclopropane-1-carboxamido)pyridin-2-yl)-1-methyl-1H-1,2,3-triazol-5-yl)carbamate Cl[C@H]1[C@@H](C1)C(=O)NC=1C=CC(=NC1)C=1N=NN(C1NC(O[C@H](C)C=1C(=NC=C(C1)F)F)=O)C